ethyl 2-chloro-3-(2-chloro-4-fluorophenyl)-3,5-dimethoxy-α-methylene-γ-oxobenzenebutanoate ClC1C(=CC(=CC1(OC)C1=C(C=C(C=C1)F)Cl)OC)C(CC(C(=O)OCC)=C)=O